CC(C)(N=C=O)C1=CC(=CC=C1)C(C)(C)N=C=O 1,3-bis-(1-methyl-1-isocyanato-ethyl)-benzene